Cl[SiH2]C(C)CC chloro-sec-butylsilane